7-(S-amino-N-trityl-sulfonimidoyl)-3-methyl-2,3-dihydropyrazolo[5,1-b]oxazole NS(=O)(=NC(C1=CC=CC=C1)(C1=CC=CC=C1)C1=CC=CC=C1)C=1C=NN2C1OCC2C